O=C1NC(CCC1N1C(N(C2=C1C=CC(=C2)N2CCC(CC2)C(=O)N2CCC(CC2)O)C)=O)=O 1-(1-(1-(2,6-dioxopiperidin-3-yl)-3-methyl-2-oxo-2,3-dihydro-1H-benzo[d]imidazol-5-yl)piperidine-4-carbonyl)-4-hydroxypiperidin